FC(S(=O)(=O)[O-])(F)F.[Ho+3].FC(S(=O)(=O)[O-])(F)F.FC(S(=O)(=O)[O-])(F)F Holmium trifluoromethanesulfonate